di(4-pentenyl)tetramethyl-disiloxane C(CCC=C)[Si](O[Si](C)(C)C)(C)CCCC=C